methyl 3-(5-(3-nitrophenyl)-1H-imidazol-2-yl)-1H-indazole-5-carboxylate [N+](=O)([O-])C=1C=C(C=CC1)C1=CN=C(N1)C1=NNC2=CC=C(C=C12)C(=O)OC